5-[(2,5-difluoropyrimidin-4-yl)amino]-3-(3-hydroxy-3-methyl-butyl)-1-methyl-benzimidazol-2-one FC1=NC=C(C(=N1)NC1=CC2=C(N(C(N2CCC(C)(C)O)=O)C)C=C1)F